OC(C(=O)O)CCC(=O)O α-hydroxyglutaric acid